C(C)(C)(C)OC(=O)N1CCN(CC1)C=1C(=NC=CN1)C(=O)O 3-[4-(tert-butoxycarbonyl)piperazin-1-yl]pyrazine-2-carboxylic acid